4-(1-(5-acetylpyridin-2-yl)-5-hydroxy-1H-pyrazol-4-yl)benzonitrile C(C)(=O)C=1C=CC(=NC1)N1N=CC(=C1O)C1=CC=C(C#N)C=C1